1-[(1R)-1-cyclopropyl-2,2,2-trifluoroethyl]-3-[[2-(difluoromethoxy)pyridin-4-yl]methyl]urea C1(CC1)[C@H](C(F)(F)F)NC(=O)NCC1=CC(=NC=C1)OC(F)F